O1CCN(CC1)C(C[C@H](C(=O)N[C@@H](CCC)B(O)O)NC(=O)C1=NC=CN=C1)=O ((R)-1-((R)-4-morpholino-4-oxo-2-(pyrazine-2-carboxamido)butanamido)butyl)boronic acid